cobalt (III) hexaanimine trichloride [Cl-].[Cl-].[Cl-].C(CCCCC)=N.[Co+3]